3-methylimidazoleFormate CN1C(=NC=C1)C(=O)[O-]